tert-butyl (2R,5S)-4-(2-((dimethylamino) methyl)-5-methyl-6-oxo-5,6-dihydroimidazo[1,2-b]pyridazin-8-yl)-2,5-dimethylpiperazine-1-carboxylate CN(C)CC=1N=C2N(N(C(C=C2N2C[C@H](N(C[C@@H]2C)C(=O)OC(C)(C)C)C)=O)C)C1